4-(3-(2-amino-[1,2,4]triazolo[1,5-a]pyridin-7-yl)-2-fluoro-6-methylphenoxy)-2-fluoro-1-(4-fluorophenyl)butan-1-ol NC1=NN2C(C=C(C=C2)C=2C(=C(OCCC(C(O)C3=CC=C(C=C3)F)F)C(=CC2)C)F)=N1